C(C)O[Si](CCCOC(NC(C)(C)C)=O)(OCC)OCC (3-triethoxysilylpropyl)-tert-butylcarbamate